C(C=1C(C(=O)OCCCCCCC(C)C)=CC=CC1)(=O)OCC1=CC=CC=C1 benzyl isononyl phthalate